2,2-bis(3-amino-4-triisopropylsiloxyphenyl)hexafluoropropane tert-Butyl-4-(4-((4-(1-ethyl-3-(pyridin-3-yl)-1H-pyrazol-4-yl)pyrimidin-2-yl)amino)phenyl)piperazine-1-carboxylate C(C)(C)(C)OC(=O)N1CCN(CC1)C1=CC=C(C=C1)NC1=NC=CC(=N1)C=1C(=NN(C1)CC)C=1C=NC=CC1.NC=1C=C(C=CC1O[Si](C(C)C)(C(C)C)C(C)C)C(C(F)(F)F)(C(F)(F)F)C1=CC(=C(C=C1)O[Si](C(C)C)(C(C)C)C(C)C)N